C(#C)C1=CC(=NC=2N=C(N=CC21)NC2=CC=C(C=C2)N2CCN(CC2)C)OCCCC2=CC=CC=C2 5-ethynyl-N-[4-(4-methylpiperazin-1-yl)phenyl]-7-(3-phenylpropoxy)pyrido[2,3-d]pyrimidin-2-amine